acryloyloxyethoxy-4'-methoxybenzophenone C(C=C)(=O)OCCOC1=C(C(=O)C2=CC=C(C=C2)OC)C=CC=C1